Benzophenone O-((4-chlorophenyl)benzhydryl) oxime ClC1=CC=C(C=C1)C(C1=CC=CC=C1)(C1=CC=CC=C1)ON=C(C1=CC=CC=C1)C1=CC=CC=C1